2,5-dihydroxymethyltetrahydrofuran OCC1OC(CC1)CO